C1(CC(C(CC1)C(C)C)OC(C(O)C)=O)C menthyl-lactate